tertiary butyl difluorophosphate P(=O)(OC(C)(C)C)(F)F